2-(2-chloro-5-fluoropyrimidin-4-yl)-7-isopropyl-3,5-dimethylthieno[3,2-c]pyridin-4(5H)-one ClC1=NC=C(C(=N1)C1=C(C=2C(N(C=C(C2S1)C(C)C)C)=O)C)F